ethyl-dimethyl-stearylammonium ethylsulfate C(C)OS(=O)(=O)[O-].C(C)[N+](CCCCCCCCCCCCCCCCCC)(C)C